N\C(=C/C(=O)C1=CC=CC=C1)\C1=CC=C(C=C1)Cl (2Z)-3-amino-3-(4-chlorophenyl)-1-phenylpropan-2-en-1-one